NC1=CC=C(C=C1)C1=C2C=CC(C(=C3C=CC(=C(C=4C=CC(=C(C5=CC=C1N5)C5=CC=C(C=C5)N)N4)C4=CC=C(C=C4)N)N3)C3=CC=C(C=C3)N)=N2.[Co+2] cobalt (II) tetrakis(4-aminophenyl)porphyrin